(E)-N-(2-amino-5-fluorophenyl)-4-((3-(pyridin-3-yl)acrylamido)methyl)benzamide NC1=C(C=C(C=C1)F)NC(C1=CC=C(C=C1)CNC(\C=C\C=1C=NC=CC1)=O)=O